(oxetan-3-yl)methyl-triethoxysilane O1CC(C1)C[Si](OCC)(OCC)OCC